2-[2-(aminooxy)ethyl]piperidine NOCCC1NCCCC1